tert-butyl (4-((5,6,7,8-tetrahydroquinolin-8-yl)amino) butyl)carbamate N1=CC=CC=2CCCC(C12)NCCCCNC(OC(C)(C)C)=O